ClC1=C(C=C(C(=C1)S(N[C@H](C)C1CCNCC1)(=O)=O)F)NC(C1=C(C=CC=C1)C)=O (R)-N-(2-chloro-5-fluoro-4-(N-(1-(piperidin-4-yl)ethyl)sulfamoyl)phenyl)-2-methylbenzamide